B(O)(O)[O-].[NH4+].ClC1=NC=C(C=C1)S(=O)C1=CC=CC=C1 2-chloro-5-(phenylsulfinyl)pyridine ammonium dihydrogen borate